2-(1-cyclobutyl-5-methyl-1H-imidazol-2-yl)ethan-1-amine C1(CCC1)N1C(=NC=C1C)CCN